3-(1,4-dimethyl-1H-benzo[d][1,2,3]triazol-5-yl)-3-(3-((4-ethyl-8-fluoro-4,5-dihydro-1H-benzo[c]azepin-2(3H)-yl)methyl)-4-methylphenyl)propanoic acid CN1N=NC2=C1C=CC(=C2C)C(CC(=O)O)C2=CC(=C(C=C2)C)CN2CC1=C(CC(C2)CC)C=CC(=C1)F